[Si](C)(C)(C(C)(C)C)OC1=CC=C(C[Mg]Cl)C=C1 (4-((tert-butyldimethylsilyl)oxy)benzyl)magnesium chloride